CC1=C(C=NC=2OCCNC21)NC2=C(C(NC=C2)=O)C(=O)NC2=CC=C(C=C2)N2CCOCC2 4-((8-methyl-2,3-dihydro-1H-pyrido[2,3-b][1,4]oxazin-7-yl)amino)-N-(4-morpholinophenyl)-2-oxo-1,2-dihydropyridine-3-carboxamide